C(C)(C)(C)[Si](OC1=CC2(C3=CC=C(C=C13)C)CCC1(CC2)OCCO1)(C)C tert-butyl(dimethyl)[(5''-methyldispiro[[1,3]dioxolane-2,1'-cyclohexane-4',1''-inden]-3''-yl)oxy]silane